ClC=1C(=CC2=C(N(C(N=C2N2[C@H](CN(CC2)C(=O)OC(C)(C)C)C)=O)C=2C(=NC=CC2C)S(=O)(=O)C)N1)F (S)-tert-butyl 4-(7-chloro-6-fluoro-1-(4-methyl-2-(methylsulfonyl) pyridin-3-yl)-2-oxo-1,2-dihydropyridino[2,3-d]pyrimidin-4-yl)-3-methylpiperazin-1-carboxylate